γ-linolenoyl-tryptophan C(CCCC\C=C/C\C=C/C\C=C/CCCCC)(=O)N[C@@H](CC1=CNC2=CC=CC=C12)C(=O)O